O[C@H](C(=O)O)[C@@H](C(=O)O)O (2S,3S)-2,3-dihydroxybutanedioic acid